ClC(C(=O)NCC(=O)O)C alpha-chloropropionyl-glycine